[Sb].C(CCCCCCCCCCCCC)S tetradecyl mercaptan antimony